2-amino-N-(4-hydroxybicyclo[2.2.2]oct-1-yl)-5-(2-(1-(tetrahydro-2H-pyran-4-yl)piperidine-4-yl)-2H-indazol-5-yl)nicotinamide NC1=C(C(=O)NC23CCC(CC2)(CC3)O)C=C(C=N1)C1=CC3=CN(N=C3C=C1)C1CCN(CC1)C1CCOCC1